(tert-butyl 1-(4-amino-5-(quinolin-3-yl) pyrrolo[2,1-f][1,2,4]triazin-7-yl) pent-4-en-2-yl) carbamate C(N)(OC(CC1=CC(=C2C(=NC=NN21)N)C=2C=NC1=CC=CC=C1C2)CC=CC(C)(C)C)=O